(S)-3-(3-(1-methyl-1H-pyrazol-4-yl)phenyl)-3-(3-(1-methyl-4-oxo-2-oxo-1,2-dihydropyridin-3-yl)ureido)propanoic acid CN1N=CC(=C1)C=1C=C(C=CC1)[C@H](CC(=O)O)NC(=O)NC1C(N(C=CC1=O)C)=O